1-{4-cyano-6-[(2,4-dimethoxyphenyl)amino]pyrimidin-2-yl}-5-amino-1H-pyrazole-4-carboxylic acid C(#N)C1=NC(=NC(=C1)NC1=C(C=C(C=C1)OC)OC)N1N=CC(=C1N)C(=O)O